C(CCCCCCCCCCCCCCCCCCCC=CCC=CCC=CCC=CCCCCCCCCCCCCCCCCCCCCCCCCCCCCC)(=O)O 21,24,27,30-hexacontatetraenoic acid